1-Methyl-3H-pyrrolo[1,2-d][1,2,4]triazin-4-one CC=1C=2N(C(NN1)=O)C=CC2